2-bromo-5-(2-(4-bromophenoxy)ethoxy)-1,3,4-thiadiazole BrC=1SC(=NN1)OCCOC1=CC=C(C=C1)Br